potassium pentadecylbenzenesulfonate C(CCCCCCCCCCCCCC)OS(=O)(=O)C1=CC=CC=C1.[K]